C(C)(C)(C)OC(=O)N[C@H](C(=O)O)CNC(=O)OC(C)(C)C (S)-2,3-bis((t-butoxycarbonyl)amino)propionic acid